ClC1=CC=C(C=C1)C1=CC=2C(=CN=NC2CC2CSCCC2)S1 2-(4-chlorophenyl)-4-(3-tetrahydrothiopyranylmethyl)-thieno[2,3-d]pyridazine